[N+](=O)([O-])C1=CC=C(O[C@@H]2[C@H]([C@H]([C@@H]([C@H](O2)CC(C(=O)OCC)C(=O)OCC)O[Si](C)(C)C)O[Si](C)(C)C)O[Si](C)(C)C)C=C1 diethyl 2-(((2R,3R,4S,5S,6R)-6-(4-nitrophenoxy)-3,4,5-tris((trimethylsilyl)oxy)tetrahydro-2H-pyran-2-yl)methyl)malonate